ClC1=CC2=C(N(C(N=C2N2C3CN(CC2CC3)C(=O)OC(C)(C)C)=O)C=3C(=NC=CC3C)C(C)C)N=C1Cl tert-butyl 8-(6,7-dichloro-1-(2-isopropyl-4-methylpyridin-3-yl)-2-oxo-1,2-dihydropyrido[2,3-d]pyrimidin-4-yl)-3,8-diazabicyclo[3.2.1]octane-3-carboxylate